C(CCCCC(C)C)SCC(=O)[O-].C(CCCCC(C)C)SCC(=O)[O-].C(CCCCCCC)[Sn+2]CCCCCCCC Dioctyltin bis-(isooctyl mercaptoacetate)